4-[(2R)-3,4-dihydro-7-hydroxy-2H-1-benzopyran-2-yl]-3-(3-methyl-2-butene-1-yl)-1,2-benzenediol OC1=CC2=C(CC[C@@H](O2)C=2C(=C(C(=CC2)O)O)CC=C(C)C)C=C1